1-(3-(2H-benzo[d][1,2,3]triazol-2-yl)-2-hydroxy-5-methylbenzyl)-3-(t-butyl)imidazolidine-2,4-dione N=1N(N=C2C1C=CC=C2)C=2C(=C(CN1C(N(C(C1)=O)C(C)(C)C)=O)C=C(C2)C)O